1-bromo-3-(2-bromoethoxy)-2-methylbenzene BrC1=C(C(=CC=C1)OCCBr)C